methyl 4-benzoyl-2-methyl-3,4-dihydro-2H-benzo[b][1,4]thiazine-6-carboxylate C(C1=CC=CC=C1)(=O)N1C2=C(SC(C1)C)C=CC(=C2)C(=O)OC